(phenylcarbazolyl)(dimethylfluorenylcarbazolyl)benzene C1(=CC=CC=C1)C1=C(C=2NC3=CC=CC=C3C2C=C1)C1=C(C=CC=C1)C1=C(C(=C(C=2C3=CC=CC=C3NC12)C)C)C1=CC=CC=2C3=CC=CC=C3CC12